C1(=CC=C2C=CC3=CC=CC4=CC=C1C2=C34)C(=O)[O-].[Na+] sodium pyrenate